C(C)(C)(C)OC(=O)N1CCC2(CC1)/C(/C1=CC(=C(C=C1C2)OC)Cl)=N/[S@@](=O)C(C)(C)C (1Z)-6-chloro-5-methoxy-1-{[(S)-2-methylpropan-2-sulfinyl]imino}-1,3-dihydrospiro[indene-2,4'-piperidine]-1'-carboxylic acid tert-butyl ester